Ethyl trifluoropropionate FC(CC(=O)OCC)(F)F